(2R,4R)-1-(3-chloro-2-fluorobenzyl)-4-((3,5-difluoro-6-((5-methyl-1H-pyrazol-3-yl)amino)-4-propionylpyridin-2-yl)methyl)-2-methylpiperidine-4-carboxylic acid ClC=1C(=C(CN2[C@@H](C[C@@](CC2)(C(=O)O)CC2=NC(=C(C(=C2F)C(CC)=O)F)NC2=NNC(=C2)C)C)C=CC1)F